1,4-bismaleimidobenzene C1(C=CC(N1C1=CC=C(C=C1)N1C(C=CC1=O)=O)=O)=O